CC[C@@H](C)SN (R)-methyl-2-propanesulfenamide